C=CC=CCCCC n-Octenen